C(C)(C)(C)OC(=O)N1C[C@@H]2C([C@@H]2C1)NC=1C(=CN(C(C1)=O)C1(CC1)C(F)F)C(=O)[O-].[Li+] Lithium 4-(((1R,5S,6s)-3-(tert-butoxycarbonyl)-3-azabicyclo[3.1.0]hexan-6-yl)amino)-1-(1-(difluoromethyl)cyclopropyl)-6-oxo-1,6-dihydropyridine-3-carboxylate